COC(C1=CC=C(C=C1)COC1=C(C=CC=C1)C=O)=O.C12N(CC(NC1)C2)C(=O)OC(C)(C)C tert-butyl 2,5-diazabicyclo[2.2.1]heptane-2-carboxylate methyl-4-(2-formylphenoxymethyl)benzoate